5-chloro-1H-pyrrole ClC1=CC=CN1